3-ethyl-2-(4-propylphenethyl)-6-((tetrahydro-2H-pyran-2-yl)methoxy)pyridin-4-ol C(C)C=1C(=NC(=CC1O)OCC1OCCCC1)CCC1=CC=C(C=C1)CCC